Cl.FC=1C=C2C(=CNC(C2=CC1F)=O)C(C)NC 6,7-difluoro-4-[1-(methylamino)ethyl]-2H-isoquinolin-1-one hydrochloride